FC1(C(C1)N1C(NC(C(=C1)[C@@H]1O[C@@H]([C@H]([C@H]1O)O)CO)=O)=O)F 1-(2,2-Difluorocyclopropyl)-5-((2S,3R,4S,5R)-3,4-dihydroxy-5-(hydroxymethyl)tetrahydrofuran-2-yl)pyrimidine-2,4(1H,3H)-dione